C(#N)C[C@@H](C1=CC=C(C=C1)S(=O)(=O)CC)NC(C1=CC(=C(C=C1)N1C[C@H](CC1)OC1=CC=C(C=C1)C(F)(F)F)OC(F)(F)F)=O N-((S)-2-cyano-1-(4-(ethylsulfonyl)phenyl)ethyl)-3-(trifluoromethoxy)-4-((S)-3-(4-(trifluoromethyl)phenoxy)pyrrolidin-1-yl)benzamide